NC1=CC=CC(=N1)S(=O)(=O)NC(=O)C=1C(=NC=C(C1)F)N1C(C[C@@H](C1)C)(C)C N-[(6-Amino-2-pyridyl)sulfonyl]-5-fluoro-2-[(4S)-2,2,4-trimethylpyrrolidin-1-yl]pyridin-3-carboxamid